1-(2-((6-(difluoromethoxy)-5-fluoropyridin-3-yl)methyl)pyridin-4-yl)-1,5,6,7-tetrahydro-4H-pyrazolo[4,3-c]pyridin-4-one FC(OC1=C(C=C(C=N1)CC1=NC=CC(=C1)N1N=CC=2C(NCCC21)=O)F)F